(1-ethylpiperidin-3-yl)oxazolo[4,5-b]pyrazin-2-amine C(C)N1CC(CCC1)C1=CN=C2C(=N1)N=C(O2)N